3-(5-bromo-2-oxobenzo[ct]indol-1(2H)-yl)pyrrolidine-2,5-dione BrC=1C=CC=2C(N(C3=CC=CC1C23)C2C(NC(C2)=O)=O)=O